ClC1=C(C=C(C=C1N)C)N(C)C1=CC(=C(C=C1)F)OC 2-chloro-N1-(4-fluoro-3-methoxyphenyl)-N1,5-dimethylbenzene-1,3-diamine